CN1C=C(C=C(C1=O)C)B(O)O (1,5-dimethyl-6-oxo-3-pyridinyl)boronic acid